Methyl 8-(1-((1-(tert-butoxycarbonyl)-5-methoxy-7-methylindoL-4-yl)methyl)-4-(2,2-difluoroethyl)piperazin-2-yl)-3,4-dihydro-2H-1,4-benzoxazine-5-carboxylate C(C)(C)(C)OC(=O)N1C=CC2=C(C(=CC(=C12)C)OC)CN1C(CN(CC1)CC(F)F)C=1C=CC(=C2NCCOC21)C(=O)OC